CC(C)C1=C(C(=CC=C1)C(=O)N)C(C)C diisopropylbenzamide